CC(C(C)CS(=O)(=O)O)CS(=O)(=O)O.C(=C)[Si](OCCOC)(OCCOC)OCCOC vinyl-tris-(β-methoxyethoxy)silane butane-2,3-diyldimethanesulfonate